ethyl (6S)-4-(2-(bis(2,4-dimethoxybenzyl)amino)oxazolo[4,5-c]pyridin-7-yl)-6-methyltetrahydro-2H-pyran-2-carboxylate COC1=C(CN(C=2OC3=C(C=NC=C3C3CC(O[C@H](C3)C)C(=O)OCC)N2)CC2=C(C=C(C=C2)OC)OC)C=CC(=C1)OC